ethyl 3-[4-[2-[5-[[4-(N,S-dimethylsulfonimidoyl)-6,7-difluoro-1H-indol-5-yl]oxy]-2-fluoro-phenyl]-1H-imidazol-4-yl]-4-methyl-chroman-8-yl]propanoate CN=S(=O)(C)C1=C2C=CNC2=C(C(=C1OC=1C=CC(=C(C1)C=1NC=C(N1)C1(CCOC2=C(C=CC=C12)CCC(=O)OCC)C)F)F)F